2'-amino-1,1':4,1''-terphenyl-4,4''-dicarboxylic acid NC1=C(C=CC=C1)C1=CCC(C=C1)(C1=CC=C(C=C1)C(=O)O)C(=O)O